C(C1=CC=CC=C1)N1[C@H]2[C@H](CN([C@H]2C1)C(=O)OC(C)(C)C)C#N (1S,4S,5S)-tert-butyl 6-benzyl-4-cyano-2,6-diazabicyclo[3.2.0]heptane-2-carboxylate